3-[(cyclopentylamino)methyl]-1-[(3-methylphenyl)methyl]-1H-indole-2-carboxylic acid C1(CCCC1)NCC1=C(N(C2=CC=CC=C12)CC1=CC(=CC=C1)C)C(=O)O